2-(2-aminoethyl)-6-(5-methyl-1,3,4-oxadiazol-2-yl)isoindolin-1-one NCCN1C(C2=CC(=CC=C2C1)C=1OC(=NN1)C)=O